diaminobiphenyl silicon [Si].NC1=CC=C(C=C1)C1=CC=C(C=C1)N